3-(5,7-dichloro-2-methyl-2,4-dihydro-1H-pyrimido[4,5-d][1,3]oxazin-1-yl)propan-1-ol ClC1=NC(=NC=2N(C(OCC21)C)CCCO)Cl